2-(6-Bromo-1-oxo-1,3-dihydro-2H-pyrrolo[3,4-c]pyridin-2-yl)-2-(3-fluorophenyl)acetic acid BrC1=CC2=C(C=N1)CN(C2=O)C(C(=O)O)C2=CC(=CC=C2)F